4-(1H-benzo[d]imidazol-2-yl)-1-(4-(3,4-dichlorophenyl)-5-(isopropylsulfanyl)thiazol-2-yl)-3-methyl-1H-pyrazole-5-carboxylic acid N1C(=NC2=C1C=CC=C2)C=2C(=NN(C2C(=O)O)C=2SC(=C(N2)C2=CC(=C(C=C2)Cl)Cl)SC(C)C)C